C1(=CC=CC=C1)[O-].C1(=NNCCCCCCCC1)C1=CCCCCCCCCC1 diazabicycloundecene phenolate